2-amino-1-(2,3-dimethoxyphenyl)ethane-1-ol NCC(O)C1=C(C(=CC=C1)OC)OC